O[C@@H]1[C@H](CCCC1)NC(C1=CC(=C(C=C1)C)NCC=1C=NN2C1N=CC=C2)=O N-[(1S,2S)-2-hydroxycyclohexyl]-4-methyl-3-{[(pyrazolo[1,5-a]pyrimidin-3-yl)methyl]amino}benzamide